isopentyn C#CC(C)C